1-((1-((2s,4r)-4-(methylamino)-2-phenylpiperidin-1-carbonyl)piperidin-4-yl)methyl)-4-phenylpyridin-2(1H)-one CN[C@H]1C[C@H](N(CC1)C(=O)N1CCC(CC1)CN1C(C=C(C=C1)C1=CC=CC=C1)=O)C1=CC=CC=C1